IC=1C=C(C(=O)NC2=CC=C(C=C2)S(=O)(=O)N2C3CN(CC2CC3)C)C=CC1OC 3-Iodo-4-methoxy-N-(4-((3-methyl-3,8-diazabicyclo[3.2.1]octan-8-yl)sulfonyl)phenyl)benzamide